5-(3-Methoxyphenyl)-2-phenethyl-9-vinyl-2-azabicyclo[3.3.1]nonane COC=1C=C(C=CC1)C12CCN(C(CCC1)C2C=C)CCC2=CC=CC=C2